[HydroxyMethylglutaryl]CoA OCC(C(=O)SCCNC(CCNC([C@@H](C(COP(OP(OC[C@@H]1[C@H]([C@H]([C@@H](O1)N1C=NC=2C(N)=NC=NC12)O)OP(=O)(O)O)(=O)O)(=O)O)(C)C)O)=O)=O)CCC(=O)O